5-(2-(1-(2-hydroxyethyl)-1H-pyrazol-4-yl)phenyl)-3-methylenedihydrofuran-2(3H)-one OCCN1N=CC(=C1)C1=C(C=CC=C1)C1CC(C(O1)=O)=C